3-(5-((1-(4'-chloro-5,5-dimethyl-3,4,5,6-tetrahydro-[1,1'-biphenyl]-2-carbonyl)-3,3-difluoropiperidin-4-yl)thio)-1-oxoisoindolin-2-yl)piperidine-2,6-dione ClC1=CC=C(C=C1)C1=C(CCC(C1)(C)C)C(=O)N1CC(C(CC1)SC=1C=C2CN(C(C2=CC1)=O)C1C(NC(CC1)=O)=O)(F)F